manganese iron vanadium cobalt oxalate C(C(=O)[O-])(=O)[O-].[Co+2].[V+5].[Fe+2].[Mn+2]